ClC=1C=NN(C1)CC(=O)NC=1N=CC2=CC(=C(C=C2C1)C1CCN(CC1)[C@@]1(COC[C@@H]1O)C)Cl 2-(4-chloro-1H-pyrazol-1-yl)-N-(7-chloro-6-(1-((3R,4R)-4-hydroxy-3-methyltetrahydrofuran-3-yl)piperidin-4-yl)isoquinolin-3-yl)acetamide